1-((1H-imidazol-1-yl)methyl)-4-(4-amino-5-(4-phenoxyphenyl)-7H-pyrrolo[2,3-d]pyrimidin-7-yl)cyclohexanol methyl-(E)-2-(5-bromomethyl-2-methylphenyl)-3-methoxyacrylate C\C(=C(/C(=O)OC1(CCC(CC1)N1C=C(C2=C1N=CN=C2N)C2=CC=C(C=C2)OC2=CC=CC=C2)CN2C=NC=C2)\C2=C(C=CC(=C2)CBr)C)\OC